C(C1=CC=CC=C1)(=O)NCC(=O)O.C(C=C)(=O)N acrylamide benzoylglycinate